9-bromo-7,12-dihydro-12-methoxycarbonylmethyl-indolo[3,2-d][1]benzazepin-6(5H)-one BrC=1C=C2C(=CC1)N(C1=C2CC(NC2=C1C=CC=C2)=O)CC(=O)OC